Trimethyl-4,13-dioxo-3,14-dioxa-5,12-diazahexadecan-1,16-diol CC(C(O)(C)C)OC(NCCCCCCNC(OCCO)=O)=O